C1(=CC=CC=C1)N1SC2=C(C1=O)C=CC=C2 2-phenyl-1,2-benzisothiazol-3(2H)-one